BrC=1C(=NC(=C(C1)CCC)C)CO[C@@H]1C[C@@H](OCC1)C=1C=NN(C1)C1CC1 3-bromo-2-[[(2R,4S)-2-(1-cyclopropylpyrazol-4-yl)tetrahydropyran-4-yl]oxymethyl]-6-methyl-5-propyl-pyridine